fluorodecane CCCCCCCCCCF